6-amidino-2-naphthol methanesulfonate salt CS(=O)(=O)O.C(N)(=N)C=1C=C2C=CC(=CC2=CC1)O